methyl (E)-2-(4-cyano-2,5-difluorophenyl)-3-(dimethylamino)acrylate C(#N)C1=CC(=C(C=C1F)/C(/C(=O)OC)=C\N(C)C)F